FC1=CC=C(C=C1)NC(=O)NC1=CC=C(C=C1)F 1,3-di(p-fluorophenyl)urea